C(C=C)[C@](N)(C)C(=O)O α-allylalanine